(p-tolyl)-1H-imidazole-2-carboxylic acid ethyl ester C(C)OC(=O)C=1N(C=CN1)C1=CC=C(C=C1)C